5-amino-1-(3,3-difluorocyclobutyl)-3-(2-phenylquinolin-7-yl)-1H-pyrazole-4-carboxamide NC1=C(C(=NN1C1CC(C1)(F)F)C1=CC=C2C=CC(=NC2=C1)C1=CC=CC=C1)C(=O)N